N-(2-Cyclopropylpropan-2-yl)-7-methyl-5-(pyridin-2-yl)pyrazolo[1,5-a]Pyrimidine C1(CC1)C(C)(C)N1CC=C2N1C(=CC(=N2)C2=NC=CC=C2)C